5-(4-Fluoropiperidin-4-yl)-1',3',5'-trimethyl-1'H,2H-3,4'-bipyrazole FC1(CCNCC1)C=1C=C(NN1)C=1C(=NN(C1C)C)C